2-(1-(phenyl methyl-d2)piperidin-4-yl)ethyl (2R,6S)-2,6-dimethyl-4-(5-(trifluoromethyl)pyrazin-2-yl)piperazine-1-carboxylate C[C@H]1N([C@H](CN(C1)C1=NC=C(N=C1)C(F)(F)F)C)C(=O)OCCC1CCN(CC1)C([2H])([2H])C1=CC=CC=C1